N#[C-].CC1=CC=CC(=C1)C 2,4-dimethylbenzene isocyanide